4-{[(6-Chloropyridin-3-yl)methyl](2,4,6-trifluorobenzyl)amino}furan-2(5H)-one ClC1=CC=C(C=N1)CN(C1=CC(OC1)=O)CC1=C(C=C(C=C1F)F)F